C(#N)C1=CC(=NC(=C1)OCC1=C(C=C(C=C1)C#N)F)N1CCN(CC1)[C@@H](C)C1=NC2=C(N1C[C@H]1OCC1)C=C(C=C2)C(=O)O 2-((S)-1-(4-(4-cyano-6-((4-cyano-2-Fluorobenzyl)oxy)pyridin-2-yl)piperazin-1-yl)ethyl)-1-(((S)-oxetan-2-yl)methyl)-1H-benzo[d]Imidazole-6-carboxylic acid